CN1C(N(C=2N=CN(C2C1=O)CC(=O)NC1=CC=C(C=C1)C1=NC=CC=N1)C)=O 2-(1,3-dimethyl-2,6-dioxo-2,3-dihydro-1H-purin-7(6H)-yl)-N-(4-(pyrimidin-2-yl)phenyl)acetamide